7-cyclopropyl-N-[6-(2,2-difluoroethoxy)-5-fluoro-2-methoxy-3-pyridyl]imidazo[1,2-a]pyrimidine-3-sulfonamide C1(CC1)C1=NC=2N(C=C1)C(=CN2)S(=O)(=O)NC=2C(=NC(=C(C2)F)OCC(F)F)OC